1-methyl-1-(4-(trifluoromethyl)phenyl)hydrazine CN(N)C1=CC=C(C=C1)C(F)(F)F